C[C@@H]1O[C@@H](CN(C1)C1=CC=CC(=N1)C1=NC2=CC(=NC=C2C=C1)C(C)N)C 1-(2-(6-((cis)-2,6-dimethylmorpholino)pyridin-2-yl)-1,6-naphthyridin-7-yl)ethan-1-amine